cis-1-(6-cyclopropyl-4-(3-methyl-1-(4-methyl-4H-1,2,4-triazol-3-yl)cyclobutyl)pyridin-2-yl)-6-fluoro-4-(((R)-2-methylmorpholino)methyl)benzo[cd]indol-2(1H)-one C1(CC1)C1=CC(=CC(=N1)N1C(C2=C3C(C(=CC=C13)F)=CC(=C2)CN2C[C@H](OCC2)C)=O)C2(CC(C2)C)C2=NN=CN2C